O=C1N(CC2=C(C=CC=C12)N(CC1CC2(C1)CCC2)C2CCC(CC2)NCCC(F)(F)F)C2C(NC(CC2)=O)=O 3-(1-oxo-4-{[(1s,4s)-4-[(3,3,3-trifluoropropyl)amino]cyclohexyl]({spiro[3.3]heptan-2-ylmethyl})amino}-3H-isoindol-2-yl)piperidine-2,6-dione